(2S,3S)-2-(3-bromo-2-fluorobenzyl)-N-ethyl-3-(methylsulfonamido)-pyrrolidine-1-carboxamide BrC=1C(=C(C[C@@H]2N(CC[C@@H]2NS(=O)(=O)C)C(=O)NCC)C=CC1)F